O1CC(NC=C1)=S [1,4]Oxazine-3(4H)-thione